C1(CC1)S(=O)(=O)NC=1SC=C(N1)C(C(=O)NC1=NC=C(C=C1F)C1=NC(=CN=C1)OCC)CCOC 2-(2-(cyclopropanesulfonylamino)thiazol-4-yl)-N-(5-(6-ethoxypyrazin-2-yl)-3-fluoropyridin-2-yl)-4-methoxybutyramide